C(C)OC(/C(=C/OC1OC(C(=C1C)C)=O)/N1CCC2=CC(=CC=C12)Br)=O.CC1NC(CNC1)C 2,6-dimethyl-piperazine ethyl-(Z)-2-(5-bromoindolin-1-yl)-3-[(3,4-dimethyl-5-oxo-2H-furan-2-yl)oxy]prop-2-enoate